(S)-4-(cyclopropylethynyl)-4-(1,1-difluoroethyl)-6-fluoro-7-(hydroxymethyl)-3,4-dihydroquinazolin-2(1H)-one C1(CC1)C#C[C@@]1(NC(NC2=CC(=C(C=C12)F)CO)=O)C(C)(F)F